C1(=CC=CC=C1)P(C1=CC=CC=C1)CC1=CC=CC=C1 diphenylphosphinomethylbenzene